C(C)(C)N1C(C=C(C=C1)C1=NN(C=2C1=NC=CC2)C2=CC=C(C=C2)C(F)(F)F)=O 1-isopropyl-4-(1-(4-(trifluoromethyl)phenyl)-1H-pyrazolo[4,3-b]pyridin-3-yl)pyridin-2(1H)-one